BrC1=CC=C(OCC2OC(COC2)C2(CC2)C)C=C1 2-((4-bromophenoxy)methyl)-6-(1-methylcyclopropyl)-1,4-dioxan